C(C)(C)(C)OC(=O)N=[S@](=O)(C1=CC=C(C=C1)C)N1[C@@H](CCC1)C(=O)OC methyl ((R)-N-(tert-butoxycarbonyl)-4-methylphenylsulfonimidoyl)-L-prolinate